FC1=NC(=C2N=CN(C2=N1)C1OCCC1)NCC1=CC(=CC=C1)I 2-fluoro-6-[(3-iodobenzyl)amino]-9-(tetrahydrofuran-2-yl)-9H-purine